methylene bis(dihexyldithiocarbamate) C(CCCCC)N(C(SCSC(N(CCCCCC)CCCCCC)=S)=S)CCCCCC